ethyl 5-cyano-2,2-difluorovalerate C(#N)CCCC(C(=O)OCC)(F)F